C(C)OC=1C=C(CCN)C=C(C1OCC)OC 3,4-diethoxy-5-methoxyphenethylamine